[Cl-].C(C1=CC=CC=C1)(=O)C1=CC=C(C[NH+](C)C)C=C1 4-benzoylbenzyldimethylammonium chloride